3-(((7-(2-aminopyrimidin-4-yl)-2,3-dihydrofuro[3,2-c]pyridin-4-yl)amino)methyl)-5-fluoro-N-(7-(2-methoxyethyl)-7-azaspiro[3.5]nonan-2-yl)benzamide NC1=NC=CC(=N1)C=1C2=C(C(=NC1)NCC=1C=C(C(=O)NC3CC4(C3)CCN(CC4)CCOC)C=C(C1)F)CCO2